propargyl-(oxazin) C(C#C)C=1NOC=CC1